(S)-2-hydroxy-N-(4-methoxyphenethyl)propanamide tert-butyl-(R)-4-(1-((1-(2-methyl-3-(trifluoromethyl)phenyl)ethyl)amino)pyrido[3,4-d]pyridazin-7-yl)piperazine-1-carboxylate C(C)(C)(C)OC(=O)N1CCN(CC1)C1=CC=2C(=CN=NC2N[C@H](C)C2=C(C(=CC=C2)C(F)(F)F)C)C=N1.O[C@H](C(=O)NCCC1=CC=C(C=C1)OC)C